ClC1=CC=C(C(=O)NC2=CC=C(C=C2)CN2C[C@@H]3[C@H](C2)COC3)C=C1 4-chloro-N-(4-(((3aR,6aS)-tetrahydro-1H-furo[3,4-c]pyrrol-5(3H)-yl)methyl)phenyl)benzamide